C(C)N1C(CNCC1)(C)C 1-ethyl-2,2-dimethylpiperazine